ClC1=C2C(=CN=C1C)NC(=C2)C(=O)OC methyl 4-chloro-5-methyl-1H-pyrrolo[2,3-c]pyridine-2-carboxylate